O[C@H](CNC(OCC1=CC=CC=C1)=O)CO (R)-Benzyl (2,3-dihydroxypropyl)carbamate